6-(4-chlorophenyl)-2-(5-chloropyridin-3-yl)-N-[(2S)-1-hydroxyprop-2-yl]-3-oxo-2,3-dihydropyridazine-4-carboxamide ClC1=CC=C(C=C1)C=1C=C(C(N(N1)C=1C=NC=C(C1)Cl)=O)C(=O)N[C@H](CO)C